Nα-(L-leucyl)-1-methyl-D-tryptophan hydrochloride Cl.N[C@@H](CC(C)C)C(=O)N[C@H](CC1=CN(C2=CC=CC=C12)C)C(=O)O